2-amino-3-methyl-N-((2R)-4-methyl-2-pentanyl)-N-((5-(trifluoromethyl)-2-pyridinyl)methyl)-6-quinolinecarboxamide NC1=NC2=CC=C(C=C2C=C1C)C(=O)N(CC1=NC=C(C=C1)C(F)(F)F)[C@H](C)CC(C)C